3-(4-chlorophenyl)-N-[(1S,2S)-2-hydroxycyclopentyl]-6-oxo-6H-1,4'-bipyridazine-5-carboxamide ClC1=CC=C(C=C1)C1=NN(C(C(=C1)C(=O)N[C@@H]1[C@H](CCC1)O)=O)C1=CN=NC=C1